water ethyl-orthosilicate C(C)O[Si](O)(O)O.O